(4-chloro-3-methylphenyl)-6-methoxy-N-methyl-1-(6-methyl-4-(trifluoromethyl)pyridin-2-yl)-2,3-dihydro-1H-pyrrolo[2,3-b]pyridine-2-carboxamide ClC1=C(C=C(C=C1)C1(CC=2C(=NC(=CC2)OC)N1C1=NC(=CC(=C1)C(F)(F)F)C)C(=O)NC)C